N1=CC=C(C=C1)NC(=O)C1=CC=CC(=N1)NC1CN(CCC1)C(=O)OC(C)(C)C tert-Butyl 3-({6-[(pyridin-4-yl)carbamoyl]pyridin-2-yl}amino)piperidine-1-carboxylate